NC1=C2C=NC(=NC2=CC(=C1F)C=1C=C(C#N)C=CC1C)NC1=C(C=C2CCN(CC2=C1)C)OC 3-(5-amino-6-fluoro-2-((6-methoxy-2-methyl-1,2,3,4-tetrahydroisoquinolin-7-yl)amino)quinazolin-7-yl)-4-methylbenzonitrile